N-((3S,6S)-6-Methylpiperidin-3-yl)-5-(trifluoromethyl)pyrimidin-2-amine C[C@H]1CC[C@@H](CN1)NC1=NC=C(C=N1)C(F)(F)F